ONC(\C=C\C1=C(C=CC=C1)N1C(N(CC1)C1=CC=C(C=C1)C(F)(F)F)=O)=O (E)-N-hydroxy-3-(2-(2-oxo-3-(4-(trifluoromethyl)phenyl)imidazolidin-1-yl)phenyl)acrylamide